N-(4-(4-amino-5-(3-fluoro-4-((4-(hydroxymethyl)pyrimidin-2-yl)oxy)phenyl)-7-methyl-7H-pyrrolo[2,3-d]pyrimidin-6-yl)phenyl)methacrylamide NC=1C2=C(N=CN1)N(C(=C2C2=CC(=C(C=C2)OC2=NC=CC(=N2)CO)F)C2=CC=C(C=C2)NC(C(=C)C)=O)C